FC=1C=C(C=NC1)C1=CC(=NC(=C1F)C)C1=NC(=NO1)C=1N=CSC1 5-(5,5'-Difluoro-6'-methyl-[3,4'-bipyridyl]-2'-yl)-3-(thiazol-4-yl)-1,2,4-oxadiazole